S1C(=NC=C1)[C@](C)(C#C)O (S)-2-thiazol-2-yl-but-3-yn-2-ol